C(C)(C)(C)OC(=O)NC1=CC=2N(C=C1C(=O)OCC)N=C(C2)CCC(C)(C)O[Si](C)(C)C(C)(C)C ethyl 5-(tert-butoxycarbonylamino)-2-[3-[tert-butyl(dimethyl) silyl]oxy-3-methyl-butyl]pyrazolo[1,5-a]pyridine-6-carboxylate